C(=O)C1(O)CC(O)(CC(O)(C1)C=O)C=O 1,3,5-triformyl-phloroglucinol